2-bromo-5-(2,2,2-trifluoroethoxy)-[1,2,4]Triazolo[1,5-a]Pyridine BrC1=NN2C(C=CC=C2OCC(F)(F)F)=N1